NC1=CC(=C(C=C1)C1=C(C(=C(N)C(=C1)C)C)C)C 4-(4-amino-2-methyl-phenyl)-2,3,6-trimethylaniline